Cl.C1N(CC12CNC2)CCC2=CC=C(C=C2)N2C(N=C(C=C2)NC(=O)N2CCN(CC2)C(C(C)(C)N)=O)=O N-(1-(4-(2-(2,6-Diazaspiro[3.3]heptan-2-yl)ethyl)phenyl)-2-oxo-1,2-dihydropyrimidin-4-yl)-4-(2-amino-2-methylpropanoyl)piperazine-1-carboxamide Hydrochloride Salt